N,N-dimethyl-aminostyrene CN(C)C=CC1=CC=CC=C1